COC1=CC(=C(C=N1)/C=C/C(=O)OC)C methyl (E)-3-(6-methoxy-4-methyl-3-pyridyl)prop-2-enoate